The molecule is a penicillanic acid ester that is the 1-ethoxycarbonyloxyethyl ester of ampicillin. It is a semi-synthetic, microbiologically inactive prodrug of ampicillin. It has a role as a prodrug. It derives from an ampicillin. CCOC(=O)OC(C)OC(=O)[C@H]1C(S[C@H]2N1C(=O)[C@H]2NC(=O)[C@@H](C3=CC=CC=C3)N)(C)C